1-phenyl-1-(4-fluorophenyl)-2-propen-1-ol C1(=CC=CC=C1)C(C=C)(O)C1=CC=C(C=C1)F